Lithium 1-amino-4-(ethoxycarbonyl)-1H-pyrrole-2-carboxylate NN1C(=CC(=C1)C(=O)OCC)C(=O)[O-].[Li+]